CC=1N=C(C2=C(N1)SC(=C2C)C)N2CC=1C=C(C=NC1CC2)C(F)(F)F 2,5,6-trimethyl-4-[3-(trifluoromethyl)-7,8-dihydro-5H-1,6-naphthyridin-6-yl]thieno[2,3-d]pyrimidine